1-(6-chloro-7-(2,6-dimethylphenyl)quinolin-4-yl)azetidin-3-amine ClC=1C=C2C(=CC=NC2=CC1C1=C(C=CC=C1C)C)N1CC(C1)N